ClC1=C(C=2N=C(N=C(C2C=N1)NCC1(CCCC1)N(C(OC(C)(C)C)=O)C)OCC12CCCN2CCC1)F tert-butyl (1-(((7-chloro-8-fluoro-2-((tetrahydro-1H-pyrrolizin-7a(5H)-yl)methoxy)pyrido[4,3-d]pyrimidin-4-yl)amino)methyl)cyclopentyl)(methyl)carbamate